C(C)N1C(=CC2=CC=CC(=C12)OC)C1=NC2=C(N1C)C=CC(=C2)C(=O)N2C[C@@H](CCC2)N (3R)-1-({2-[1-ethyl-7-(methyloxy)-1H-indol-2-yl]-1-methyl-1H-benzimidazol-5-yl}carbonyl)-3-piperidinamine